ClC1=CC=C(C=C1)C(CC)=O 1-(4-chlorophenyl)propan-1-one